1-benzyl-7-bromo-3-(difluoromethyl)quinoxalin-2(1H)-one C(C1=CC=CC=C1)N1C(C(=NC2=CC=C(C=C12)Br)C(F)F)=O